C(C)(C)(C)OC(=O)NC1(CC(CC1)=O)C(=O)O 1-(tert-Butoxycarbonylamino)-3-oxocyclopentanoic acid